fluoro-uracile C1=C(C(=O)NC(=O)N1)F